OC1=C(C)C=CC(=C1)NCC(N)=O 2-hydroxy-4-carbamoylmethylaminotoluene